[O-]CCCC.[Mn+2].[O-]CCCC manganese(II) n-butoxide